OC(CN1N=CC(=C1)C1=C(C=2C(=NC=C3C2N(C(N3C)=O)C(C)C)N1)C1=CC=3CNCCC3S1)(C)C 7-(1-(2-Hydroxy-2-methylpropyl)-1H-pyrazol-4-yl)-1-isopropyl-3-methyl-8-(4,5,6,7-tetrahydrothieno[3,2-c]pyridin-2-yl)-3,6-dihydroimidazo[4,5-d]pyrrolo[2,3-b]pyridin-2(1H)-on